ClC1=CC=C2C(=CNC2=C1C1=NC=CC=N1)S(=O)(=O)NC1=NC(=C(C(=N1)OC)OCC(F)F)OC 6-chloro-N-[5-(2,2-difluoroethoxy)-4,6-dimethoxy-pyrimidin-2-yl]-7-(2-pyrimidinyl)-1H-indole-3-sulfonamide